N1(CCCCC1)C1CCN(CC1)C1=C(C=C(C=N1)C1=CC=2C3=C(C=NC2C=C1)N(CC31C(C1)=O)C)NS(N(C)CC)(=O)=O 8'-(6-{[1,4'-Bipiperidine]-1'-yl}-5-{[ethyl(methyl)sulfamoyl]amino}pyridin-3-yl)-3'-methyl-2',3'-dihydrospiro[cyclopropane-1,1'-pyrrolo[2,3-c]quinoline]-2-one